O[C@@H](C)C=1C(=NN2C1C=C(C=C2)OC2=NC=CC=C2OCC(F)(F)F)C(=O)NC2(CCS(CC2)(=O)=O)C (S)-3-(1-Hydroxyethyl)-N-(4-methyl-1,1-dioxidotetrahydro-2H-thiopyran-4-yl)-5-((3-(2,2,2-trifluoroethoxy)pyridin-2-yl)oxy)pyrazolo[1,5-a]pyridine-2-carboxamide